(S)-3-(1-hydroxy-prop-2-yl)-8-(1-methyl-1H-pyrazol-4-yl)-6-(2-(trifluoromethyl)pyrimidin-5-yl)pyrido[3,4-d]pyrimidin-4(3H)-one OC[C@H](C)N1C=NC2=C(C1=O)C=C(N=C2C=2C=NN(C2)C)C=2C=NC(=NC2)C(F)(F)F